CN1CC(C1)NC(=O)C1=NN2C(N=C(C=C2C2=CC=CC=C2)C2=NC=CC=C2)=C1 N-(1-methylazetidin-3-yl)-7-phenyl-5-(pyridin-2-yl)pyrazolo[1,5-a]pyrimidine-2-carboxamide